O=C1N(C=CC(N1)=O)CC1=CC(=C(C=C1F)C=1CCN(CC1)C(=O)OC(C)(C)C)F tert-butyl 4-(4-((2,4-dioxo-3,4-dihydropyrimidin-1(2H)-yl)methyl)-2,5-difluorophenyl)-3,6-dihydropyridine-1(2H)-carboxylate